((6-methyl-2,3-dihydrobenzofuran-5-yl)amino)-7,9-dihydro-8H-purin-8-one CC1=CC2=C(CCO2)C=C1NC1=NC=C2NC(NC2=N1)=O